4-[2-(N-(2-fluorophenyl)anilino)-2-oxo-ethyl]-1-(indoline-1-carbonyl)piperidine-4-carboxylic acid FC1=C(C=CC=C1)N(C1=CC=CC=C1)C(CC1(CCN(CC1)C(=O)N1CCC2=CC=CC=C12)C(=O)O)=O